Cl[C@@H]1C(C)O1 R-(-)-epoxychloropropane